(R)-4-((3-isopropyl-5-((5-oxopyrrolidin-3-yl)amino)pyrazolo[1,5-a]pyrimidin-7-yl)amino)piperidine-1-carboxylic acid (3-fluoroazetidine-3-yl)methyl ester FC1(CNC1)COC(=O)N1CCC(CC1)NC1=CC(=NC=2N1N=CC2C(C)C)N[C@H]2CNC(C2)=O